P(=O)(OCN1C(=NC2=C1C=C(C=C2O[C@H]2CCOC1=CC(=CC(=C21)F)F)C(N(C)C)=O)C)(O)O (S)-(4-((5,7-difluorochroman-4-yl)oxy)-6-(dimethylcarbamoyl)-2-methyl-1H-benzo[d]imidazol-1-yl)methyl dihydrogen phosphate